decanyl palmitate C(CCCCCCCCCCCCCCC)(=O)OCCCCCCCCCC